C[SiH](OC(C)CC)C Dimethyl-sec-butoxysilane